N-(4-chlorophenyl)-6-methoxy-2-(2-pyridyl)-5-(trifluoromethyl)-4-pyrimidinamine ClC1=CC=C(C=C1)NC1=NC(=NC(=C1C(F)(F)F)OC)C1=NC=CC=C1